CC=1OC2=C(N1)C=CC=1CCC(C12)=CCNC(C)=O N-[2-(2-Methyl-6,7-dihydro-8H-indeno[5,4-d][1,3]oxazol-8-ylidene)ethyl]acetamid